C[N+](C)(C)[O-] TRIMETHYLAMINE OXIDE